hydroxy(4-(4-methoxy-3-methylphenyl)bicyclo[2.2.2]Octane-1-yl)potassium methanesulfonate CS(=O)(=O)O.OC1C2(CCC(C1)(CC2)C2=CC(=C(C=C2)OC)C)[K]